F[C@H]1CN(CC[C@]1(O)C)C1=NC=CC(=N1)NC=1N=CC2=C(C=CC(=C2C1)C(C)C)N1CC(C1)CS(=O)(=O)C (3S,4R)-3-fluoro-1-[4-({8-[3-(methanesulfonylmeth-yl)azetidin-1-yl]-5-(propan-2-yl)isoquinolin-3-yl}amino)pyrimidin-2-yl]-4-methylpiperidin-4-ol